(imidazo[1,2-c]pyrimidinyl)quinoline N=1C(=CN2C=NC=CC21)C2=NC1=CC=CC=C1C=C2